methyl 3-(2-(((1r,3r)-3-((4-((t-butyloxycarbonyl)amino)butyl)amino)cyclobutyl)amino)-5-(trifluoromethyl)pyrimidin-4-yl)-7-(dimethylphosphoryl)-1H-indole-6-carboxylate C(C)(C)(C)OC(=O)NCCCCNC1CC(C1)NC1=NC=C(C(=N1)C1=CNC2=C(C(=CC=C12)C(=O)OC)P(=O)(C)C)C(F)(F)F